11-ethyl-2-oxo-2,11-dihydropyrano[2,3-b]phenothiazine-3-carboxylic acid C(C)N1C2=CC=CC=C2SC=2C=C3C(=CC12)OC(C(=C3)C(=O)O)=O